N-(5-(5-(3,3-difluoroazetidin-1-yl)-1,2,4-oxadiazol-3-yl)-2-methylphenyl)-7-(3-(pyrrolidin-1-yl)propoxy)imidazo[1,2-a]pyridine-3-carboxamide FC1(CN(C1)C1=NC(=NO1)C=1C=CC(=C(C1)NC(=O)C1=CN=C2N1C=CC(=C2)OCCCN2CCCC2)C)F